methyl 2-(2,5-dioxo-2,5-dihydro-1H-pyrrol-1-yl)-3-phenylpropionate O=C1N(C(C=C1)=O)C(C(=O)OC)CC1=CC=CC=C1